OCCCCCCCCCCOC(C(CCCCCC)CCCC)=O 2-butyloctanoic acid-10-hydroxydecyl ester